C(C)(C)(C)OC(=O)N1C2CN(CC1CC2)C2=C(C=C(C=C2)CCN)C#N.FC(OC=2C=C1C(=CNC1=CC2)C(C)=O)(F)F (5-(trifluoromethoxy)-1H-indol-3-yl)ethanone tert-Butyl-3-(4-(2-aminoethyl)-2-cyanophenyl)-3,8-diazabicyclo[3.2.1]octane-8-carboxylate